FC(C(C(CC(C(=O)O)=C)(F)F)(F)F)(C(F)(F)F)F.C(C=C)(=O)OCC(C(C(C(F)(F)F)(F)F)(F)F)(F)F nonafluoropentyl acrylate (nonafluoropentylacrylate)